OCCOC(=O)CCP(=O)(O)C1=CC=CC=C1.C(C)N1CN(C=C1)C 1-ethyl-3-methylimidazole 2-(2-hydroxyethoxycarbonyl)ethylphenyl-hypophosphite